C(C)OC1=NC=CC=C1C=1C=C(C2=C(N1)N(N=C2C(C)C)C)NCC2=NN(N=C2)C 6-(2-ethoxypyridin-3-yl)-3-isopropyl-1-methyl-N-((2-methyl-2H-1,2,3-triazol-4-yl)methyl)-1H-pyrazolo[3,4-b]pyridin-4-amine